CC=1C=C(N)C=CC1OC1=CC=2N(C=C1C)N=CN2 3-methyl-4-((6-methyl-[1,2,4]triazolo[1,5-a]pyridin-7-yl)-oxy)aniline